6-(1'-isopropyl-6'-oxo-1',6'-dihydro-[3,3'-bipyridin]-5-yl)-1-methylindolin-2-one C(C)(C)N1C=C(C=CC1=O)C=1C=NC=C(C1)C1=CC=C2CC(N(C2=C1)C)=O